2,5-dimethyl-pyrrole methyl-(2R)-2-[4-(6-chloroquinoxalin-2-yl)oxyphenoxy]propanoate COC([C@@H](C)OC1=CC=C(C=C1)OC1=NC2=CC=C(C=C2N=C1)Cl)=O.CC=1NC(=CC1)C